N[C@@H]1[C@H](CCCC1(F)F)O[C@H]1[C@H](CN(CC1)C(=O)OC(C)(C)C)F tert-butyl (3S,4R)-4-(((1S,2R)-2-amino-3,3-difluorocyclohexyl)oxy)-3-fluoropiperidine-1-carboxylate